4-((tert-butoxycarbonyl) amino)-2,5-dioxopyrrolidin-1-yl 2-ethoxybenzoate C(C)OC1=C(C(=O)ON2C(CC(C2=O)NC(=O)OC(C)(C)C)=O)C=CC=C1